C(CCCCC(C)C)[Si](OC)(OC)OC Isooctyl(trimethoxy)silan